di-lithium bis(hydroxyethyl) terephthalate C(C1=CC=C(C(=O)OCCO)C=C1)(=O)OCCO.[Li].[Li]